Perfluorononanthiol FC(C(C(C(C(C(C(C(C(F)(F)F)(F)F)(F)F)(F)F)(F)F)(F)F)(F)F)(F)F)(S)F